NC1=C(SC=2N=C(SC21)C)C(=O)NC2CC=1C=NC(=NC1CC2)N2CC(C(C2)CF)N 6-amino-N-{2-[3-amino-4-(fluoromethyl)pyrrolidin-1-yl]-5,6,7,8-tetrahydroquinazolin-6-yl}-2-methylthieno[2,3-d][1,3]thiazole-5-carboxamide